(R)-2-(3-(5-((1-acryloylpiperidin-3-yl)methoxy)-6-aminopyrimidin-4-yl)-5-fluoro-2-methylphenyl)-7,7-dimethyl-3,4,7,8-tetrahydro-2H-cyclopenta[4,5]pyrrolo[1,2-a]pyrazin-1(6H)-one C(C=C)(=O)N1C[C@@H](CCC1)COC=1C(=NC=NC1N)C=1C(=C(C=C(C1)F)N1C(C=2N(CC1)C1=C(C2)CC(C1)(C)C)=O)C